NC1=C2N(CN(C2=NC=N1)[C@H]1CN(CC1)C(C#CC)=O)C1=CC=C(C=C1)OC1CCCCC1 (R)-1-(3-(6-amino-7-(4-(cyclohexyloxy)phenyl)-7,8-dihydro-9H-purin-9-yl)pyrrolidin-1-yl)but-2-yn-1-one